[C@H]1(CCCC2=CC=CC=C12)[NH-] (R)-1,2,3,4-tetrahydro-1-naphthylamide